COC1=CC=C2CC(C=3C(=NOC3C2=C1)N)C 8-methoxy-4-methyl-4,5-dihydronaphtho[2,1-d]isoxazol-3-amine